C(C)(=O)NC1=CC=C(C=N1)C=1C=NN2C1C=C(C=C2)C(=O)N(C)C=2C=NC(=CC2)OC 3-(6-acetamido-3-pyridyl)-N-(6-methoxy-3-pyridyl)-N-methyl-pyrazolo[1,5-a]pyridine-5-carboxamide